N1N=C(N=C1)C1CCC=C(C1)C1=C2C=C(N=CC2=C(N=C1)NC)NC(=O)C1CC1 N-(5-(5-(1H-1,2,4-triazol-3-yl)cyclohex-1-en-1-yl)-8-(methylamino)-2,7-naphthyridin-3-yl)cyclopropanecarboxamide